(R)-4-((S)-2-(2-(4-chlorophenyl)-2-methylpropanamido)-3,3-dimethylbutanamido)-5-ethoxy-5-oxopentanoic acid ClC1=CC=C(C=C1)C(C(=O)N[C@H](C(=O)N[C@H](CCC(=O)O)C(=O)OCC)C(C)(C)C)(C)C